7-(8-bromoimidazo[1,2-a]pyridin-2-yl)-3-isopropyl-6-(5-methyl-1,3,4-oxadiazol-2-yl)-5-(2-(tetrahydro-2H-pyran-4-yl)ethyl)-2,3-dihydrothieno[3,2-b]pyridine 1,1-dioxide BrC=1C=2N(C=CC1)C=C(N2)C2=C1C(=NC(=C2C=2OC(=NN2)C)CCC2CCOCC2)C(CS1(=O)=O)C(C)C